di-neodecanoyloxytin C(CCCCCC(C)(C)C)(=O)O[Sn]OC(CCCCCC(C)(C)C)=O